C12(CC3CC(CC(C1)C3)C2)NCCCCCCCCOC2=C3CN(C(C3=CC=C2)=O)C2C(NC(CC2)=O)=O 3-(4-((8-((adamantan-1-yl)amino)octyl)oxy)-1-oxoisoindolin-2-yl)piperidine-2,6-dione